(2S)-2-(Boc-amino)-3-methyl-1-butanol C(=O)(OC(C)(C)C)N[C@H](CO)C(C)C